C1(CC1)NC(C1=C(C=C(C=C1OC)C1=CN=C2N1C=CC(=C2)C(CN2CC(C2)(F)F)(C)O)OC(F)F)=O N-cyclopropyl-4-[7-[2-(3,3-difluoroazetidin-1-yl)-1-hydroxy-1-methyl-ethyl]imidazo[1,2-a]pyridin-3-yl]-2-(difluoromethoxy)-6-methoxy-benzamide